C(#N)C1=CC(=C(COC2=CC=CC(=N2)C2=CC(=C(CC3=NC4=C(N3[C@@H]3COCC3(C)C)C=C(C=C4F)C(=O)O)C=C2F)F)C=C1)F (S)-2-(4-(6-((4-cyano-2-fluorobenzyl)oxy)pyridin-2-yl)-2,5-difluorobenzyl)-1-(4,4-dimethyltetrahydrofuran-3-yl)-4-fluoro-1H-benzo[d]imidazole-6-carboxylic acid